2,7-dibromo-anthraquinone BrC1=CC=2C(C3=CC(=CC=C3C(C2C=C1)=O)Br)=O